N-(5-Cyano-6-(1H-1,2,4-triazol-1-yl)pyridin-3-yl)-1-(chinolin-5-yl)-5-(trifluoromethyl)-1H-pyrazol-4-carboxamid C(#N)C=1C=C(C=NC1N1N=CN=C1)NC(=O)C=1C=NN(C1C(F)(F)F)C1=C2C=CC=NC2=CC=C1